COCC=1C=C(C=CC1)N1N=CC(=C1)CC(=O)O {1-[3-(methoxymethyl)phenyl]pyrazol-4-yl}acetic acid